C(#N)[C@H]1[C@@H](CN(C12CC2)C(=O)[C@@H]2CC[C@H]1N2C([C@H](CCC1)NC(OC(C)(C)C)=O)=O)C=1C=NC=CC1 tert-butyl ((3S,6S,9aS)-3-((6R,7S)-7-cyano-6-(pyridin-3-yl)-4-azaspiro[2.4]heptane-4-carbonyl)-5-oxooctahydro-1H-pyrrolo[1,2-a]azepin-6-yl)carbamate